ethylenebis[3-(3-tert-butyl-5-methyl-4-hydroxyphenyl)propionamide] C(CC(C(=O)N)CC1=CC(=C(C(=C1)C)O)C(C)(C)C)C(C(=O)N)CC1=CC(=C(C(=C1)C)O)C(C)(C)C